NC1=NC=NN2C1=CC=C2[C@H]2[C@@H]([C@@H]([C@H](O2)CNS(=O)(=O)C2=CC(=C(C=C2)OC)[N+](=O)[O-])O)O N-(((2R,3S,4R,5S)-5-(4-aminopyrrolo[2,1-f][1,2,4]triazin-7-yl)-3,4-dihydroxytetrahydrofuran-2-yl)methyl)-4-methoxy-3-nitrobenzenesulfonamide